4-(3-ethyl-4-methyl-5-oxo-4,5-dihydro-1H-1,2,4-triazol-1-yl)-5-fluoro-N-(2-fluorophenyl)-2-[(2S)-pentan-2-yloxy]benzamide C(C)C1=NN(C(N1C)=O)C1=CC(=C(C(=O)NC2=C(C=CC=C2)F)C=C1F)O[C@@H](C)CCC